methyl-5-nitrobenzyl alcohol CC(C1=CC=CC(=C1)[N+](=O)[O-])O